racemic-tetrahydropyran-3-amine hydrochloride Cl.O1C[C@@H](CCC1)N |r|